4-(3,5-Dimethoxybenzyl)-9-(4-fluoro-2-methylphenyl)-7-((2-imino-3-methyl-2,3-dihydro-1H-imidazol-1-yl)methyl)-3,4-dihydro-1H-benzo[e][1,4]diazepine-2,5-dione COC=1C=C(CN2CC(NC3=C(C2=O)C=C(C=C3C3=C(C=C(C=C3)F)C)CN3C(N(C=C3)C)=N)=O)C=C(C1)OC